(3R,4R)-1-(1-((1S)-1-(2,5-Difluorophenyl)ethyl)-5,6-difluoro-1H-benzimidazol-2-yl)-4-fluoro-3-piperidinamin FC1=C(C=C(C=C1)F)[C@H](C)N1C(=NC2=C1C=C(C(=C2)F)F)N2C[C@H]([C@@H](CC2)F)N